C(#N)C1=CC(=C(C=C1)COC1=CC=CC(=N1)N1CCC(CC1)CC(=O)O)F [1-[6-[(4-cyano-2-fluoro-phenyl)methoxy]-2-pyridinyl]-4-piperidinyl]acetic acid